O=C1NC(CCC1N1C(C2=CC=CC(=C2C1=O)OCC(=O)NCCCCCCCC#C)=O)=O 2-[2-(2,6-dioxo-3-piperidyl)-1,3-dioxo-isoindolin-4-yl]oxy-N-non-8-ynyl-acetamide